C(CCC=C)(=O)N(CC(=O)O)CCOC1=CC=CC=C1 N-(pent-4-enoyl)-N-(2-phenoxyethyl)glycine